3-phenyl-10H-pyrrolo[3,2-a]carbazole C1(=CC=CC=C1)N1C=CC=2C1=CC=C1C3=CC=CC=C3NC21